p-anisoin C1(=CC=C(OC)C=C1)C(=O)C(O)C1=CC=C(OC)C=C1